BrC1=CC=C2C(=N1)NC=N2 5-bromo-3H-imidazo[4,5-b]pyridine